1-(6-(2-methoxyphenyl)pyridazin-3-yl)-N-(4-(trifluoromethyl)benzyl)piperidin-3-amine COC1=C(C=CC=C1)C1=CC=C(N=N1)N1CC(CCC1)NCC1=CC=C(C=C1)C(F)(F)F